N-[(1S)-1-benzyl-2-[(1R,2S,5S)-6,6-dimethyl-2-[[[(3S)-2-oxopyrrolidin-3-yl]methylamino]carbamoyl]-3-azabicyclo[3.1.0]hexan-3-yl]-2-oxo-ethyl]-2,2,2-trifluoro-acetamide C(C1=CC=CC=C1)[C@@H](C(=O)N1[C@@H]([C@H]2C([C@H]2C1)(C)C)C(NNC[C@H]1C(NCC1)=O)=O)NC(C(F)(F)F)=O